CC=1NC=CN1.C(C)COCCC 1-ethylmethyl ether-2-methylimidazole salt